C(C1CO1)OC=1C=2C=CNC2C=CC1 4-indolyl glycidyl ether